4'-(3-(2h-tetrazol-5-yl)benzamido)-{1,1'-biphenyl} N=1NN=NC1C=1C=C(C(=O)NC2=CC=C(C=C2)C2=CC=CC=C2)C=CC1